ClC1=C(C=CC(=C1NC=1C(=C2C(N(C=NC2=CC1)C)=O)C)F)N(S(=O)(=O)CCOC)S(=O)(=O)CCOC N-(2-chloro-3-((3,5-dimethyl-4-oxo-3,4-dihydro-quinazolin-6-yl)amino)-4-fluorophenyl)-2-methoxy-N-((2-methoxyethyl)sulfonyl)ethane-1-sulfonamide